3-(benzyloxy)-8-chloro-7-methoxynaphthalen-2-amine C(C1=CC=CC=C1)OC=1C(=CC2=C(C(=CC=C2C1)OC)Cl)N